2-bromo-6,7-dihydro-5H-pyrrolo[3,4-b]pyridin-5-one BrC1=CC=C2C(=N1)CNC2=O